Cl.ClC1=CC(=CN=N1)[C@](O)(C1(CNC1)C)C1=CC=C(C=C1)C(C)C (R)-(6-chloro-pyridazin-4-yl)-(4-isopropyl-phenyl)-(3-methyl-azetidin-3-yl)-methanol, hydrochloride